3-(4-prop-2-enoxyphenyl)prop-2-en-1-one C(C=C)OC1=CC=C(C=C1)C=CC=O